2-amino-5-bromo-6-cyclopropylpyridine NC1=NC(=C(C=C1)Br)C1CC1